(3aR,4R,5R,6aS)-5-((tert-butyldimethylsilyl)oxy)-4-((S,E)-3-hydroxy-8-methylnon-1-ene-1-yl)hexahydro-2H-cyclopenta[b]furan-2-one [Si](C)(C)(C(C)(C)C)O[C@H]1[C@@H]([C@@H]2[C@@H](OC(C2)=O)C1)\C=C\[C@H](CCCCC(C)C)O